2,4-diamino-6-hydroxyethylamino-1,3,5-triazine NC1=NC(=NC(=N1)N)NCCO